C(C1=CC=CC=C1)OC=1C(=NC=C(N1)Cl)C 3-(benzyloxy)-5-chloro-2-methylpyrazine